N-((R)-(2-((S)-1-Amino-2-(6,6-difluorospiro[3.3]heptan-2-yl)ethyl)-1H-benzo[d]imidazol-6-yl)(cyclopropyl)methyl)-2-(3,3-difluorocyclobutyl)acetamide N[C@@H](CC1CC2(C1)CC(C2)(F)F)C2=NC1=C(N2)C=C(C=C1)[C@H](NC(CC1CC(C1)(F)F)=O)C1CC1